FC=1C=C(CC2=CC(=NC=C2)N2N=NC3=C2CCCC3=O)C=C(C1)C(F)(F)F 1-(4-(3-fluoro-5-(trifluoromethyl)benzyl)pyridin-2-yl)-1,5,6,7-tetrahydro-4H-benzo[d][1,2,3]triazol-4-one